FC1=C(CN2C(C3=CC=C(C=C3CC2)OC2=C(C=C(C=C2Cl)[N+](=O)[O-])Cl)=O)C=CC=C1 2-(2-Fluorobenzyl)-6-(2,6-dichloro-4-nitrophenoxy)-3,4-dihydroisoquinolin-1(2H)-one